1-vinyl-3-dodecyl-imidazole bromide salt [Br-].C(=C)N1CN(C=C1)CCCCCCCCCCCC